2-phenyl-4-chlorobutane C1(=CC=CC=C1)C(C)CCCl